5-methyl-4-(4-(anilino)phenyl)pyrimidin-2-amine CC=1C(=NC(=NC1)N)C1=CC=C(C=C1)NC1=CC=CC=C1